C(C)C1=NN(C2=C1C(NCC1(CCOCC1)C2)=O)C[C@H](COC(C2=C(C(=CC=C2)OC)F)=O)C 2-Fluoro-3-methoxy-benzoic acid [(2R)-3-(3-ethyl-4-oxo-spiro[6,8-dihydro-5H-pyrazolo[4,3-c]azepin-7,4'-tetrahydropyran]-1-yl)-2-methyl-propyl] ester